NC1=NC(=C2N=CN(C2=N1)[C@@H]1[C@]([C@@H]([C@@](O1)(C)CO[P@](=O)(OC1=CC=CC=C1)N[C@@H](C)C(=O)OC(C)C)O)(C)F)NC |&1:10| isopropyl ((S)-(((2R,3R,4R,SR)-5-(2-amino-6-(methylamino)-9H-purin-9-yl)-4-fluoro-3-hydroxy-2,4-dimethyltetrahydrofuran-2-yl)methoxy)(phenoxy)phosphoryl)-L-alaninate